2-(2-chlorophenyl)-2-hydroxycyclohexan-1-one ClC1=C(C=CC=C1)C1(C(CCCC1)=O)O